FC1=C(N)C=CC=C1B1OC(C(O1)(C)C)(C)C 2-fluoro-3-(4,4,5,5-tetramethyl-1,3,2-dioxaborolan-2-yl)aniline